3-Bromophenyl-biguanide hydrochloride Cl.BrC=1C=C(C=CC1)NC(=N)NC(=N)N